5-Aminoresorcinol hydrochloride Cl.NC=1C=C(C=C(O)C1)O